BrC1=C(C=C(OCC=2C(=NOC2C2CC2)C2=C(C=C(C=C2Cl)F)Cl)C=C1)Cl 4-((4-bromo-3-chlorophenoxy)methyl)-5-cyclopropyl-3-(2,6-dichloro-4-fluorophenyl)isoxazole